N(N)C(CC1CCC2(CN(C2)C(=O)OC(C)(C)C)CC1)=O tert-butyl 7-(2-hydrazino-2-oxo-ethyl)-2-azaspiro[3.5]nonane-2-carboxylate